Methyl (1R,4R)-4-(1-(((R)-1-(3-(difluoromethyl)-2-methylphenyl)ethyl)amino)-4-methylpyrido[3,4-d]pyridazin-7-yl)cyclohexane-1-carboxylate FC(C=1C(=C(C=CC1)[C@@H](C)NC1=C2C(=C(N=N1)C)C=NC(=C2)C2CCC(CC2)C(=O)OC)C)F